ClC1=C(C=CC(=C1)F)NC(=O)C1CNC1 N-(2-chloro-4-fluoro-phenyl)azetidine-3-carboxamide